ClC=1C=C(C=CC1)S(/C=C/CNC(=O)C=1C(NC=2CCCCC2C1)=O)(=O)=N N-[(2E)-3-[(3-chlorophenyl)(imino)oxo-λ6-sulfanyl]prop-2-en-1-yl]-2-oxo-1,2,5,6,7,8-hexahydroquinoline-3-carboxamide